4-(2-fluoroethoxy)-2-hydroxy-3-(3-methylbut-2-en-1-yl)-6-(4-(trifluoromethyl)styryl)benzoic acid FCCOC1=C(C(=C(C(=O)O)C(=C1)C=CC1=CC=C(C=C1)C(F)(F)F)O)CC=C(C)C